2-(4-(5-Chloro-2-(4-chloro-1H-1,2,3-triazol-1-yl)phenyl)-5-methoxy-2-oxopyridine-1(2H)-yl)-3-phenylpropanoic acid ClC=1C=CC(=C(C1)C1=CC(N(C=C1OC)C(C(=O)O)CC1=CC=CC=C1)=O)N1N=NC(=C1)Cl